4-(((S)-2,2-difluorocyclopropyl)methyl)-2-fluoro-6-((S)-3-methyl-4-((5-methyl-1,3,4-thiadiazol-2-yl)methyl)piperazin-1-yl)benzonitrile FC1([C@H](C1)CC1=CC(=C(C#N)C(=C1)N1C[C@@H](N(CC1)CC=1SC(=NN1)C)C)F)F